OC1CN(CCC1)C=1C=NC(=NC1)N1C(C2=CC=C(C=C2C=N1)C1=C(C(=CC=C1)OC)C)=O trans-2-(5-(3-Hydroxypiperidin-1-yl)pyrimidin-2-yl)-6-(3-methoxy-2-methylphenyl)phthalazin-1(2H)-one